C1(=C(C=CC=C1)C1=CC(=NC(=N1)C1=CC=CC=C1)C1=CC=C(C=N1)C=1C=C(C=CC1)C1=NC(=NC(=N1)C1=CC=CC=C1)C1=CC=CC=C1)C1=CC=CC=C1 2-(3-(6-(6-([1,1'-biphenyl]-2-yl)-2-phenylpyrimidin-4-yl)pyridin-3-yl)phenyl)-4,6-diphenyl-1,3,5-triazine